vinylazepane C(=C)N1CCCCCC1